FC(CN1N=CC=2C1=NC(=CN2)N2CC(CCC2)C=2SC(=NN2)C2=CC(=NC=C2)C(F)(F)F)F 2-(1-(1-(2,2-difluoroethyl)-1H-pyrazolo[3,4-b]pyrazin-6-yl)piperidin-3-yl)-5-(2-(trifluoro-methyl)pyridin-4-yl)-1,3,4-thiadiazole